BrC1=C(C(=CC=C1Cl)F)C1=C(C(=NN(C1=O)C)C)OC(C(C)C)=O 2-methylpropionic acid [5-(2-bromo-3-chloro-6-fluoro-phenyl)-1,3-dimethyl-6-oxo-pyridazin-4-yl]Ester